(-)-2-({4-[(2-imino-2,3-dihydro-1,3-oxazol-3-yl)methyl]-1H-1,3-benzodiazol-2-yl}amino)-2-[3-(trifluoromethyl)phenyl]propan-1-ol N=C1OC=CN1CC1=CC=CC=2NC(=NC21)NC(CO)(C)C2=CC(=CC=C2)C(F)(F)F